(E)-2-pentanal CC(CCC)=O